BrC1=C(C=C(C(=C1)C1CC1)I)C 1-bromo-5-cyclopropyl-4-iodo-2-methylbenzene